FC(C=1C=C(OCC2CC(C2)N)C=CC1)(F)F 3-((3-(trifluoromethyl)phenoxy)methyl)cyclobutylamine